C(N)(=O)C1=NN(C2=CC=C(C=C12)C1=CC=C(C=C1)N1CCOCC1)CC(=O)O 2-(3-carbamoyl-5-(4-morpholinylphenyl)-1H-indazol-1-yl)acetic acid